NC1=C(C=NN1C)C1=CC=C(C=N1)C1=C(C=C(C=C1)C(C)OC(=O)C1CC1)C#N.BrC1(CC=C2C(CC(OC2=C1)(C)C)=O)O[Si](C(C)C)(C(C)C)C(C)C 7-bromo-2,2-dimethyl-7-((triisopropylsilyl)oxy)chroman-4-one 1-[4-[6-(5-amino-1-methyl-pyrazol-4-yl)-3-pyridinyl]-3-cyano-phenyl]Ethyl-cyclopropanecarboxylate